1-methyl-6-(5-(6-(1-methyl-1H-pyrazole-4-carbonyl)-2,6-diazaspiro[3.3]heptane-2-yl)pyridin-3-yl)quinolin-2(1H)-one CN1C(C=CC2=CC(=CC=C12)C=1C=NC=C(C1)N1CC2(C1)CN(C2)C(=O)C=2C=NN(C2)C)=O